3-n-butyl-1-sec-butyl-5-isobutyl-4-hydroxy-pyrazole C(CCC)C1=NN(C(=C1O)CC(C)C)C(C)CC